5-(2-((4-((S)-2-(4-chloro-2-fluorophenyl)-2-methylbenzo[d][1,3]dioxol-4-yl)piperidin-1-yl)methyl)-5-methyl-1-(((S)-oxetan-2-yl)methyl)-1H-imidazol-4-yl)-3-methylfuran-2-carboxylic acid ClC1=CC(=C(C=C1)[C@@]1(OC2=C(O1)C=CC=C2C2CCN(CC2)CC=2N(C(=C(N2)C2=CC(=C(O2)C(=O)O)C)C)C[C@H]2OCC2)C)F